C(C)C1=NC(=NO1)C1=CC2=C(C(CO2)NC(=O)C=2C=NN(C2)C)C=C1 N-(6-(5-ethyl-1,2,4-oxadiazol-3-yl)-2,3-dihydrobenzofuran-3-yl)-1-methyl-1H-pyrazole-4-carboxamide